BrC1=CC=C(C(=N1)OC)CO (6-bromo-2-methoxypyridin-3-yl)methanol